ClC1=CC=C(C=C1)N(C(C(=C)C)=O)S(=O)(=O)CC1=CC=CC=C1 N-(4-chlorophenyl)-N-toluenesulfonylmethacrylamide